P(OCCCC(C)C)([O-])=O isohexyl phosphonate